ClC=1C=C(C(=O)NC2=CC=C(C=C2)[C@H]2CNCCO2)C=C(N1)Cl (S)-2,6-Dichloro-N-(4-(morpholin-2-yl)phenyl)isonicotinamide